FC1=CC(=C(C=C1)[C@@H]([C@@H](C)O)C(C)C)C (2R,3S)-3-(4-fluoro-2-methylphenyl)-4-methylpentan-2-ol